CN1N=C2C=C(C=CC2=C1)CN1CCC2(CC1)COC1=C3CN(C(C3=CC=C12)=O)C1C(NC(CC1)=O)=O 3-(1'-((2-methyl-2H-indazol-6-yl)methyl)-6-oxo-6,8-dihydro-2H,7H-spiro[furo[2,3-e]isoindole-3,4'-piperidin]-7-yl)piperidine-2,6-dione